COC1=C(CN2C3=C(C4=C2N=C(N=C4)C=4C(=NC=CC4)C(C)C)C=CN=C3)C=CC(=C1)OC 9-(2,4-Dimethoxybenzyl)-2-(2-isopropylpyridin-3-yl)-9H-pyridino[4',3':4,5]pyrrolo[2,3-d]pyrimidine